cis-p-menth-8-ene [C@H]1(CC[C@@H](CC1)C(=C)C)C